COC=1C(=CC2=CN(N=C2C1)C1CCC(CC1)CC=O)NC(=O)C1=NC(=CC=C1)C(F)(F)F N-(6-methoxy-2-((1r,4r)-4-(2-oxoethyl)cyclohexyl)-2H-indazol-5-yl)-6-(trifluoromethyl)pyridinecarboxamide